N-(3,4-bis(benzyloxy)benzylidene)-2-methylpropane-2-sulfinamide C(C1=CC=CC=C1)OC=1C=C(C=NS(=O)C(C)(C)C)C=CC1OCC1=CC=CC=C1